CC=1SC=C(N1)N1C(C2=C(C=C1)C(=CN2)C2=NC(=NC=C2C(F)(F)F)NC2CNCCC2)=O 6-(2-methyl-1,3-thiazol-4-yl)-3-{2-[(piperidin-3-yl)amino]-5-(trifluoromethyl)pyrimidin-4-yl}-1H,6H,7H-pyrrolo[2,3-c]pyridin-7-one